CC1N(CCN(CCN(C1)C)C)C 2-Methyl-1,4,7-trimethyl-1,4,7-triazacyclononan